N-trimethylsilyl-(imidazol-2-yl)propyl-(methyl)diethoxysilane Cerium [Ce].C[Si](N1C(=NC=C1)CCC[Si](OCC)(OCC)C)(C)C